N-methyl-N-(2-methyl-4-((6-(1-methyl-1H-pyrazol-4-yl)pyrazolo[1,5-a]pyrazin-4-yl)oxy)butyl)acrylamide CN(C(C=C)=O)CC(CCOC=1C=2N(C=C(N1)C=1C=NN(C1)C)N=CC2)C